C1(CCC1)OC1=NC(=NC=C1)C1=CC(=C(OCCCC(=O)O)C(=C1)F)F 4-[4-(4-Cyclobutoxy-pyrimidin-2-yl)-2,6-difluoro-phenoxy]-butyric acid